ethyl chloroglyoxylate 3-oxopropanoate O=CCC(=O)O.ClC(C(=O)OCC)=O